ClC1=CC=C(C=C1)C1=C(C=CC=C1)[SiH](C)C (4'-chloro-[1,1'-biphenyl]-2-yl)dimethylsilane